4-(((3S,4R)-1-((2,4-dichlorophenyl)sulfonyl)-4-hydroxy-4-(hydroxymethyl)pyrrolidin-3-yl)methyl)-2-fluorobenzonitrile ClC1=C(C=CC(=C1)Cl)S(=O)(=O)N1C[C@@H]([C@@](C1)(CO)O)CC1=CC(=C(C#N)C=C1)F